C1(CCC1)CN[C@H]1CN(CCC1)C1=CC=C(C=C1)C1(COC1)C(=O)NC1=NC(=CN=C1)N1CCCC1 (R)-3-(4-(3-((cyclobutylmethyl)amino)piperidin-1-yl)phenyl)-N-(6-(pyrrolidin-1-yl)pyrazin-2-yl)oxetane-3-carboxamide